C(#N)C=1C=C(C=CC1)C1=NN2C(N=C(C=C2)C(=O)O)=C1C1=CC(=NC(=C1)C)C 2-(3-cyanophenyl)-3-(2,6-dimethyl-4-pyridyl)pyrazolo[1,5-a]pyrimidine-5-carboxylic acid